3,7-Dimethyl-9-(tri-n-butylstannyl)non-4,6,8-trienoic acid Ethyl ester C(C)OC(CC(C=CC=C(C=C[Sn](CCCC)(CCCC)CCCC)C)C)=O